(R/S)-1-(2-chloro-1-methoxyethyl)-4-bromo-2-(4-chlorophenyl)-5-trifluoromethylpyrrole-3-nitrile ClC[C@@H](OC)N1C(=C(C(=C1C(F)(F)F)Br)C#N)C1=CC=C(C=C1)Cl |r|